4,7-bis(9-phenyl-9H-carbazole-3-yl)benzo[c][1,2,5]selenadiazole C1(=CC=CC=C1)N1C2=CC=CC=C2C=2C=C(C=CC12)C1=CC=C(C2=N[Se]N=C21)C=2C=CC=1N(C3=CC=CC=C3C1C2)C2=CC=CC=C2